4-sulphophenyl-carboxylate S(=O)(=O)(O)C1=CC=C(C=C1)C(=O)[O-]